ethylene bis-thiocarbamate C(N)(S)=S.C=C